FC(OC1=CC=C(C=C1)C=1C=C(C(=C2CCOC21)C#N)C=C)(F)F 7-[4-(trifluoromethoxy)phenyl]-5-vinyl-2,3-dihydrobenzofuran-4-carbonitrile